C1(CC1)NC(=O)C=1C=C(C(N(C1)[C@H](C)C1=C(C=CC=C1)C)=O)C(=O)NC (R)-N5-cyclopropyl-N3-methyl-2-oxo-1-(1-(o-tolyl)ethyl)-1,2-dihydropyridine-3,5-dicarboxamide